N-(3-{4-[6-(3-Ethyloxetan-3-ylmethoxy)pyridin-3-yl]-6-oxo-1,6-dihydropyrimidin-2-yl}-4-(trifluoromethyl)benzyl)isobutyramide C(C)C1(COC1)COC1=CC=C(C=N1)C=1N=C(NC(C1)=O)C=1C=C(CNC(C(C)C)=O)C=CC1C(F)(F)F